tert-butyl (2-(4-(7-(pyridin-3-yl)-7H-pyrrolo[2,3]pyrimidin-4-yl)phenyl)propan-2-yl)carbamate N1=CC(=CC=C1)C1C=NC=2C(=NC=NC21)C2=CC=C(C=C2)C(C)(C)NC(OC(C)(C)C)=O